4-chlorodibenzo[b,d]furan-1-ol ClC1=CC=C(C2=C1OC1=C2C=CC=C1)O